BrCC=1C=C(C(=NC1)C(=O)OCC)C(=O)[O-] ethyl 5-bromomethylpyridine-2,3-diformate